C(#N)COC1=CC(=NC=C1F)N1CCC(CC1)(C(=O)N1OCC[C@H]1C=1C=C(C=NC1)C#N)C 5-[(3S)-2-[1-[4-(Cyanomethoxy)-5-fluoro-2-pyridyl]-4-methyl-piperidine-4-carbonyl]isoxazolidin-3-yl]pyridine-3-carbonitrile